N1(CCC1)CC1=CC(=C(C=C1)N1C=NC(=C1)C1=NC(=NC=C1C(F)(F)F)NC1CCN(CC1)C(=O)OC(C)(C)C)Cl tert-Butyl 4-((4-(1-(4-(azetidin-1-ylmethyl)-2-chlorophenyl)-1H-imidazol-4-yl)-5-(trifluoromethyl)pyrimidin-2-yl)amino)piperidine-1-carboxylate